C(C)(C)C1=C(NC2=CC=C(C=C12)C1CCNCC1)C1=C(C(N(C=C1)C)=O)C(=O)N1CCCC1 (3-isopropyl-5-(piperidin-4-yl)-1H-indol-2-yl)-1-methyl-3-(pyrrolidine-1-carbonyl)pyridin-2(1H)-one